CC1(CC2(C(CC1C(=O)[O-])O2)CC21C(CCCC2)O1)C 4-epoxy-6-methyl-cyclohexylmethyl-3,4-epoxy-6-methylcyclohexanecarboxylate